cyano-[1,1'-biphenyl]-4-yl 4-pentylcyclohexanecarboxylate C(CCCC)C1CCC(CC1)C(=O)OC1=CC(=C(C=C1)C1=CC=CC=C1)C#N